BrC1=CC(=C(C(=C1N)C)C)OC 6-bromo-4-methoxy-2,3-dimethylaniline